C(#N)C=1C(=NC(=NC1)NC1CCC(CC1)C(=O)N(C)C)N[C@H]1C[C@H](CCC1)O (1R,4r)-4-(5-cyano-4-((1R,3S)-3-hydroxycyclohexylamino)pyrimidin-2-ylamino)-N,N-dimethylcyclohexanecarboxamide